N-(1-methylpropyl)sulfamic acid CC(CC)NS(O)(=O)=O